N1CC(CC1)C1=NC=C2N1C=CC=C2 3-(Pyrrolidin-3-yl)imidazo[1,5-a]pyridine